C1(=CC=CC=C1)C(CN1CC2N(CC1)C(CNC2=O)=O)C2=CC=CC=C2 2-(2,2-diphenylethyl)hexahydro-2H-pyrazino[1,2-a]pyrazine-6,9-dione